7-Bromo-5-chloro-2-methyl-3H-benzimidazole-4-carboxylic acid methyl ester COC(=O)C1=C(C=C(C=2N=C(NC21)C)Br)Cl